3-(4-ethoxyphenyl)-2-hydroxypropionic acid ethyl ester C(C)OC(C(CC1=CC=C(C=C1)OCC)O)=O